ethyl 7-ethyl-6-oxo-5,6,7,8-tetrahydro-1,5-naphthyridine-3-carboxylate hydrochloride salt Cl.C(C)C1C(NC=2C=C(C=NC2C1)C(=O)OCC)=O